mono-(2-ethyl-5-oxohexyl) phthalate C(C=1C(C(=O)[O-])=CC=CC1)(=O)OCC(CCC(C)=O)CC